C(C1=CC=CC=C1)OC[C@@H](C(=O)OC)N1CCN(CCN(CCN(CC1)CC(OC(C)(C)C)=O)C(C(=O)OCC)CC1=CC=C(C=C1)OCC(C(F)F)(F)F)CC(=O)OC(C)(C)C methyl (2S)-3-(benzyloxy)-2-[4,10-bis(2-tert-butoxy-2-oxoethyl)-7-{1-ethoxy-1-oxo-3-[4-(2,2,3,3-tetrafluoropropoxy)phenyl]propan-2-yl}-1,4,7,10-tetraazacyclododecan-1-yl]propanoate